NC1CN(C1)C=1C=C2C(=CC(=NC2=C(C1)F)C1CC1)N(C=1SC(=C(N1)C=1C=NC(=CC1)C)C#N)CC 2-((6-(3-Aminoazetidin-1-yl)-2-cyclopropyl-8-fluoroquinolin-4-yl)(ethyl)amino)-4-(6-methylpyridin-3-yl)thiazole-5-carbonitrile